fluoranthen-8-yl-boronic acid C1=CC=C2C=CC=C3C4=CC(=CC=C4C1=C23)B(O)O